ClC1=NN2C(N=C(C=C2)N2[C@H](CCC2)C2=C(C=CC(=C2)F)F)=C1NC(=O)NC1C(C1)(F)F 1-(2-chloro-5-((R)-2-(2,5-difluorophenyl)pyrrolidin-1-yl)pyrazolo[1,5-a]pyrimidin-3-yl)-3-(2,2-difluorocyclopropyl)urea